COCC1=NC2=C(C=CC=C2C(=N1)N[C@H](CN1CCN(CC1)C(=O)OC(C)(C)C)C)C(F)(F)F tert-butyl 4-[(2S)-2-[[2-(methoxymethyl)-8-(trifluoromethyl)quinazolin-4-yl]amino]propyl]piperazine-1-carboxylate